C(C)(C)(C)S(=O)NC1(CCC1)C1=CN=C(S1)OC1CC(C1)C=1C=NC(=NC1)NC1=C(C=C(C=C1)S(=O)(=O)NC(OC(C)(C)C)=O)F tert-butyl ((4-((5-((1s,3s)-3-((5-(1-((tert-butylsulfinyl)amino)cyclobutyl)thiazol-2-yl)oxy)cyclobutyl)pyrimidin-2-yl)amino)-3-fluorophenyl)sulfonyl)carbamate